N1(CCCC1)[C@H]1[C@@H](COC2=C1C=CC=C2)NC(CC)=O N-[(trans)-4-(pyrrolidin-1-yl)-3,4-dihydro-2H-1-benzopyran-3-yl]propanamide